C(C(=O)NN)(=O)NN Ethandihydrazid